2-(4-(3-methoxy-5-nitropyridin-2-yl)piperazin-1-yl)acetonitrile COC=1C(=NC=C(C1)[N+](=O)[O-])N1CCN(CC1)CC#N